C(C)(C)(C)C=1C(=CC(=C(C1)C(CCCC(C1=C(C=C(C(=C1)C(C)(C)C)O)C)C1=C(C=C(C(=C1)C(C)(C)C)O)C)C1=C(C=C(C(=C1)C(C)(C)C)O)C)C)O 1,1,5,5-Tetra(5-tert-butyl-4-hydroxy-2-methylphenyl)pentane